(5S,7S)-2-((difluoromethyl)sulfonyl)-7-fluoro-5-(2,3,6-trifluorophenyl)-6,7-dihydro-5H-pyrrolo[1,2-b][1,2,4]triazole FC(S(=O)(=O)C=1N=C2N(N1)[C@@H](C[C@@H]2F)C2=C(C(=CC=C2F)F)F)F